2-((tert-Butoxycarbonyl)(cyclopropyl)amino)acetic acid C(C)(C)(C)OC(=O)N(CC(=O)O)C1CC1